C(CC)N(CCCN(CCCN(CCC)CCC)CCCN(CCC)CCC)CCC tris[3-(di-n-propylamino)propyl]amine